7-fluoro-2-methoxyquinoline FC1=CC=C2C=CC(=NC2=C1)OC